C(C)OC(C1=C(C=CC=C1)OCCC1=NC(=NO1)C1=NC=C(C=C1C)N)=O {2-[3-(5-amino-3-methylpyridin-2-yl)-1,2,4-oxadiazol-5-yl]ethoxy}benzoic acid ethyl ester